2,3-dicyanopyridine C(#N)C1=NC=CC=C1C#N